BrC1=CC=C(C=C1)C1=CC2=C(SC3=C2C=CC=C3)C=C1 2-(4-bromophenyl)dibenzo[b,d]thiophene